BrC1=CN=CC=2N(CC(NC21)C(F)(F)F)C(=O)NC=2C=NC(=C(C2)Cl)N2N=CC=N2 8-Bromo-N-(5-chloro-6-(2H-1,2,3-triazol-2-yl)pyridin-3-yl)-2-(trifluoromethyl)-2,3-dihydropyrido[3,4-b]pyrazine-4(1H)-carboxamide